C1(CCCCC1)C/C=C/C(=O)N[C@H](CC(=O)OC(C)(C)C)C(=O)NCCC1=CC=C(C=C1)O tert-butyl (3R)-3-[[(E)-4-cyclohexylbut-2-enoyl]amino]-4-[2-(4-hydroxyphenyl) ethylamino]-4-oxo-butanoate